2-chloro-N-(6-(4-methoxyphenyl)-5-methyl-7-oxo-2-phenyl-4,7-dihydropyrazolo[1,5-a]pyrimidin-3-yl)acetamide ClCC(=O)NC=1C(=NN2C1NC(=C(C2=O)C2=CC=C(C=C2)OC)C)C2=CC=CC=C2